ClC1=C(C=C(OCC(=O)NC(=O)C23CC(C2)(C3)C(NNC(=O)C3C(C3)C(F)F)=O)C=C1)F 2-(4-chloro-3-fluoro-phenoxy)-N-[1-[[[2-(difluoromethyl)cyclopropanecarbonyl]amino]carbamoyl]-3-bicyclo[1.1.1]pentanoyl]acetamide